(E)-3-[4-[[1-[(3S,5S)-5-[Bis(ethylsulfanyl)methyl]-1-(4,5-dimethoxy-2-nitrobenzoyl)pyrrolidin-3-yl]triazol-4-yl]methoxy]-3-methoxyphenyl]-1-(2-hydroxyphenyl)prop-2-en-1-one C(C)SC([C@@H]1C[C@@H](CN1C(C1=C(C=C(C(=C1)OC)OC)[N+](=O)[O-])=O)N1N=NC(=C1)COC1=C(C=C(C=C1)/C=C/C(=O)C1=C(C=CC=C1)O)OC)SCC